CN(C=1SC2=C(N1)OCC=1C=C(C=CC12)C=1C=NNC1)C1CC(NC(C1)(C)C)(C)C N-Methyl-7-(1H-pyrazol-4-yl)-N-(2,2,6,6-tetramethylpiperidin-4-yl)-5H-isochromeno[3,4-d]thiazol-2-amine